C[Si](N1[SiH2]N(CC1)[Si](C)(C)C)(C)C 1,3-bis(trimethylsilyl)-1,3-diaza-2-silacyclopentane